(2S)-2-[4-chloro-2-(pyridin-2-yl)phenoxy]propionic acid ClC1=CC(=C(O[C@H](C(=O)O)C)C=C1)C1=NC=CC=C1